N,N'-bis-(1-methylheptyl)-para-phenylenediamine CC(CCCCCC)NC1=CC=C(C=C1)NC(CCCCCC)C